(perfluoro-[1,1'-biphenyl]-2-yl)bis(2,3,6-trifluorophenyl)borane FC=1C(=C(C(=C(C1F)F)F)C1=C(C(=C(C(=C1F)F)F)F)F)B(C1=C(C(=CC=C1F)F)F)C1=C(C(=CC=C1F)F)F